BrC1=CC=C(C=C1)[C@]12[C@](C3=C(C=NC=C3OC)O1)([C@H]1[C@@H]([C@H]2C2=CC=CC=C2)NC(O1)=O)O |r| rac-(3aR,4R,4aR,9bS,9cR)-4a-(4-bromophenyl)-9b-hydroxy-9-methoxy-4-phenyl-3,3a,4,4a,9b,9c-hexahydro-2H-oxazolo[4'',5'':4',5']cyclopenta[1',2':4,5]furo[2,3-c]pyridin-2-one